2-Amino-N-{(1S)-1-[1,8-dichloro-5-(5-oxo-1,4-diazepan-1-yl)imidazo[1,5-a]pyridin-6-yl]ethyl}pyrazolo[1,5-a]pyrimidine-3-carboxamide trifluoroacetate salt FC(C(=O)O)(F)F.NC1=NN2C(N=CC=C2)=C1C(=O)N[C@@H](C)C=1C=C(C=2N(C1N1CCNC(CC1)=O)C=NC2Cl)Cl